ethyl-9-bromo-6,7-dichloro-3,4-dihydropyrazino[1,2-a]indol-1(2H)-one C(C)N1C(C=2N(C=3C(=C(C=C(C3C2)Br)Cl)Cl)CC1)=O